C(C)C1=C(CNC1=O)C 4-ethyl-3-methyl-1,2-dihydropyrrol-5-one